5-(12,15-Heneicosadienyl)-1,3-benzenediol C(CCCCCCCCCCC=CCC=CCCCCC)C=1C=C(C=C(C1)O)O